N1(CCC1)C=1N=C2N(C(C1)=O)C=C(C=C2C(C)NC2=C(C(=O)O)C=CC=C2)C 2-((1-(2-(azetidin-1-yl)-7-methyl-4-oxo-4H-pyrido[1,2-a]pyrimidin-9-yl)ethyl)amino)benzoic acid